1-((2-(trimethylsilyl)ethoxy)methyl)-1H-pyrrolo[2,3-b]pyridine-3-carbonitrile C[Si](CCOCN1C=C(C=2C1=NC=CC2)C#N)(C)C